(S)-6-amino-2-((tert-butoxycarbonyl-carbonyl)amino)hexanoic acid hydrochloride Cl.NCCCC[C@@H](C(=O)O)NC(=O)C(=O)OC(C)(C)C